2-(4,4-difluoro-piperidin-1-yl)-6-methyl-N-(5-sulfamoyl-pyridin-3-yl)nicotinamide FC1(CCN(CC1)C1=C(C(=O)NC=2C=NC=C(C2)S(N)(=O)=O)C=CC(=N1)C)F